C[C@H]1CN(C[C@H](C1)C)CC1=C2C(=NC(=C1)C(=O)N)C(CN2)(C)C 7-(((3R,5S)-3,5-dimethylpiperidin-1-yl)methyl)-3,3-dimethyl-2,3-dihydro-1H-pyrrolo[3,2-b]pyridine-5-carboxamide